5'-trans-vinyl phosphonate P(OC=C)([O-])=O